(S)-quinuclidin-3-yl (6'-bromo-3',4'-dihydro-1'H-spiro[cyclopropane-1,2'-naphthalen]-1'-yl)carbamate BrC=1C=C2CCC3(C(C2=CC1)NC(O[C@@H]1CN2CCC1CC2)=O)CC3